2-(2,6-dioxopiperidin-3-yl)-5-fluoro-6-(piperazin-1-yl)isoindole-1,3-dione O=C1NC(CCC1N1C(C2=CC(=C(C=C2C1=O)F)N1CCNCC1)=O)=O